C(C)(C)OB(O)O boric acid isopropyl ester